COCNC(OCC[Si](C)(C)C)=O 2-trimethylsilylethyl N-(methoxymethyl)carbamate